FC(C=O)(C=1C=NN(C1)C)F 2,2-difluoro-2-(1-methyl-1H-pyrazol-4-yl)ethanone